NC(CC1=C(N(C2=CC=C(C=C12)OCCCP(O)(O)=O)CC1=CC=CC=C1)CC)=O 3-[3-(2-amino-2-oxoethyl)-1-benzyl-2-ethylindol-5-yl]oxypropylphosphonic acid